C(C)(C)(C)OC(=O)N1CC(N(CC1)C(C1=C(C=C(C=C1)N)N1CCC2(COC2)C1)=O)C1=CC(=CC=C1)Cl 4-[4-amino-2-(2-oxa-7-azaspiro[3.4]oct-7-yl)benzoyl]-3-(3-chlorophenyl)piperazine-1-carboxylic acid tert-butyl ester